2-(2,5-dimethyl-1H-pyrrol-1-yl)-5-methylthiophene-3-carboxamide CC=1N(C(=CC1)C)C=1SC(=CC1C(=O)N)C